CN1C(N(CN(C1)C)C)=O tetrahydro-1,3,5-trimethyl-1,3,5-triazin-2(1H)-one